C(CCCCCCCCCCCCC)/C=1/C(=O)OC(\C1)=O tetradecyl-maleic anhydride